N-((2S,3R,4R,5R,6R)-2-(1-(2-(2-(2-aminoethoxy)ethoxy)ethyl)-1H-pyrazol-3-yl)-4,5-dihydroxy-6-(hydroxymethyl)tetrahydro-2H-pyran-3-yl)acetamide NCCOCCOCCN1N=C(C=C1)[C@H]1O[C@@H]([C@@H]([C@@H]([C@H]1NC(C)=O)O)O)CO